NC1=NC(=NC=C1C=O)SC 4-amino-2-methylsulfanylpyrimidine-5-carbaldehyde